[N+](=[N-])=C1C(C2=CC=C(C=C2C12C1=CC=C(C=C1OC=1C=C(C=CC21)N2CC(C2)O)N2CC(C2)O)C(=O)OC)=O methyl 2-diazo-3',6'-bis(3-hydroxyazetidin-1-yl)-3-oxo-2,3-dihydrospiro[indene-1,9'-xanthene]-6-carboxylate